C(C#C)NC1CCCCC1 N-(prop-2-yn-1-yl)cyclohexan-1-amine